(2-Chlorotrityl) (R)-4-(((R)-1-amino-3-methoxypropan-2-yl)(methyl)amino)-3-benzyl-4-oxobutanoate NC[C@H](COC)N(C([C@@H](CC(=O)OC(C1=C(C=CC=C1)Cl)(C1=CC=CC=C1)C1=CC=CC=C1)CC1=CC=CC=C1)=O)C